(R)-6-(3-(furan-2-yl)isoxazolidin-2-yl)-N-(4-(4-methylpiperazin-1-yl)phenyl)pyrimidine O1C(=CC=C1)[C@@H]1N(OCC1)C1=CC=NCN1C1=CC=C(C=C1)N1CCN(CC1)C